F[P-](F)(F)(F)(F)F.C1=CC=C(C2=CC=C3C=C4C=CC=CC4=CC3=C12)[I+]C1=CC=CC2=C3C=C4C=CC=CC4=CC3=CC=C12 bis-4-tetraphenyliodonium hexafluorophosphate